(+/-)-7-bromo-3-methyl-5-phenyl-2,5-dihydrobenzo[b]oxepin-9-amine BrC1=CC2=C(OCC(=C[C@@H]2C2=CC=CC=C2)C)C(=C1)N |r|